Tert-butyl (4-(2-((8-cyanobenzo[c][2,6]naphthyridin-5-yl)oxy)ethoxy)butyl)carbamate C(#N)C=1C=CC2=C(N=C(C3=CC=NC=C23)OCCOCCCCNC(OC(C)(C)C)=O)C1